FC(C=1C=C(C=CC1F)N1C=C(C=2C(CCCC12)O)C(F)(F)F)F 1-(3-(difluoromethyl)-4-fluorophenyl)-3-(trifluoromethyl)-4,5,6,7-tetrahydro-1H-indol-4-ol